C(C=C)(=O)C=C.[Sn].[In].[Ga] gallium indium tin alloyl-ethylene